ClCCCOC1=C(C(=CC=C1)O)C(C=CC1=CC=CC=C1)=O 1-[2-(3-Chloropropoxy)-6-hydroxyphenyl]-3-phenylprop-2-en-1-one